C(C)OC(C(CCC(C)C)N1C(C=C(C(=C1)\C=C\OCC)C)=O)=O.CC(CCC(C(=O)OCC)N1C(C=C(C(=C1)CC=O)C)=O)C ethyl 5-methyl-2-(4-methyl-2-oxo-5-(2-oxoethyl)pyridin-1(2H)-yl)hexanoate (E)-ethyl-2-(5-(2-ethoxyvinyl)-4-methyl-2-oxopyridin-1(2H)-yl)-5-methylhexanoate